2-((S)-3-((R)-1-((2,5-bis(trifluoromethyl)pyrazolo[1,5-a]pyrimidin-7-yl)amino)-2-(4-fluorophenyl)propan-2-yl)pyrrolidin-1-yl)acetamide FC(C1=NN2C(N=C(C=C2NC[C@@](C)(C2=CC=C(C=C2)F)[C@H]2CN(CC2)CC(=O)N)C(F)(F)F)=C1)(F)F